3-[(3S)-4,4-difluorotetrahydrofuran-3-yl]-1-methyl-1-[(1S)-2-phenoxy-1-(4-pyridyl)ethyl]urea FC1([C@H](COC1)NC(N([C@H](COC1=CC=CC=C1)C1=CC=NC=C1)C)=O)F